C(=O)(C=C)N1CCC(CC1)COC1=NN2C(C=CC(=C2)C=2C=NN(C2)C)=C1C#N ((1-Acrylpiperidin-4-yl)methoxy)-6-(1-methyl-1H-pyrazol-4-yl)pyrazolo[1,5-a]pyridine-3-carbonitrile